1-(3-(4-benzisothiazolyl)piperazin-1-yl)propyl-2H-benzotriazol S1N=CC2=C1C=CC=C2C2CN(CCN2)C(CC)N2N=C1C(=N2)C=CC=C1